FC1=C2C(NC=NC2=CC(=C1)F)=O 5,7-difluoro-3,4-dihydroquinazolin-4-one